methyl 3-(([1,1'-biphenyl]-3-ylmethoxy)methyl)-5-benzyl-4,5-dihydroisoxazole-5-carboxylate C1(=CC(=CC=C1)COCC1=NOC(C1)(C(=O)OC)CC1=CC=CC=C1)C1=CC=CC=C1